2-propyl-heptyl acrylate C(C=C)(=O)OCC(CCCCC)CCC